(S)-6-(1-(5-(2-(difluoromethyl)-5-methylpyridin-3-yl)-7-(2-(ethyl(methyl)amino)ethyl)-1-oxo-3,4-dihydroisoquinolin-2(1H)-yl)ethyl)-4-ethoxynicotinonitrile FC(C1=NC=C(C=C1C1=C2CCN(C(C2=CC(=C1)CCN(C)CC)=O)[C@@H](C)C1=NC=C(C#N)C(=C1)OCC)C)F